L-N-iminoethyl-lysine N=CCN[C@@H](CCCCN)C(=O)O